CC1(CN=C(O1)CC1=CC=C(C=C1)C1=NOC(=N1)C(F)(F)F)C 3-[4-[(4,5-dihydro-5,5-dimethyl-2-oxazolyl)methyl]phenyl]-5-(trifluoromethyl)-1,2,4-oxadiazole